C(CC)OC(CO)CO 2-propoxy-1,3-propanediol